ClC=1C(=C(C=CC1F)NC=1C2=C(N=CN1)C=CC(=N2)[C@@H]2CNCCC2)F (S)-N-(3-chloro-2,4-difluorophenyl)-6-(piperidin-3-yl)pyrido[3,2-d]pyrimidin-4-amine